N-[2-[4-[[3-(4-chloro-phenyl)-2-propyn-1-yl]oxy]-3-methoxyphenyl]ethyl]-3-methyl-2-[(ethylsulfonyl)amino]-butanamide ClC1=CC=C(C=C1)C#CCOC1=C(C=C(C=C1)CCNC(C(C(C)C)NS(=O)(=O)CC)=O)OC